C1CC12CCN(CC2)C2=C(C=1CCCC1C(=C2)S(=O)(=O)CCO)C(=O)NC2=NC(=CN=C2)N2CCC(CC2)(F)F 5-{6-azaspiro[2.5]oct-6-yl}-N-[6-(4,4-difluoropiperidin-1-yl)pyrazin-2-yl]-7-(2-hydroxyethanesulfonyl)-2,3-dihydro-1H-indene-4-carboxamide